C(C(C)C)[C@@H]1C(N2[C@@H](N(O1)C(\C=C\C1=NC=CC=C1)=O)CN(C([C@@H]2CC(C)C)=O)CCC(=O)NC=2SC=CN2)=O 3-((3R,6S,9aS)-3,6-diisobutyl-4,7-dioxo-1-((E)-3-(pyridin-2-yl)acryloyl)hexahydropyrazino[2,1-c][1,2,4]oxadiazin-8(1H)-yl)-N-(thiazol-2-yl)propanamide